(3R)-3-amino-5-[(4-chlorophenyl)methyl]-7-[5-(5,5-difluoro-1-methyl-3-piperidyl)-1,3,4-oxadiazol-2-yl]-1,1-dioxo-2,3-dihydro-1λ6,5-benzothiazepin-4-one N[C@H]1CS(C2=C(N(C1=O)CC1=CC=C(C=C1)Cl)C=C(C=C2)C=2OC(=NN2)C2CN(CC(C2)(F)F)C)(=O)=O